CN1OC(C2C1C(CC(C2)(C2=CC=CC1=CC=CC=C21)C)C)(C)C 1,3,3,5,7-pentamethyl-5-(naphthalen-1-yl)octahydrobenzo[c]isoxazole